C(C)(=O)C1=CN(C2=CC=C(C=C12)C1=CN=NC=C1)CC(=O)N1[C@@H](C[C@H](C1)F)C(=O)N[C@@H]1[C@H](CCCC1)O (2S,4R)-1-(2-(3-acetyl-5-(pyridazin-4-yl)-1H-indol-1-yl)acetyl)-4-fluoro-N-((1S,2S)-2-hydroxycyclohexyl)pyrrolidine-2-carboxamide